1-((R)-3-((S)-7-(tert-butyl)-5,6,7,8-tetrahydrothiazolo[5,4-b]quinoline-2-carboxamido)-3-(4-(5-fluoro-6-hydroxypyridin-3-yl)phenyl)propyl)piperidine-4-carboxylic acid C(C)(C)(C)[C@@H]1CC=2C=C3C(=NC2CC1)SC(=N3)C(=O)N[C@H](CCN3CCC(CC3)C(=O)O)C3=CC=C(C=C3)C=3C=NC(=C(C3)F)O